ClC1=C(C2=CC=CC=C2C=C1)B(O)O (2-Chloronaphthalen-1-yl)boronic acid